C(C)(C)(C)OC(=O)N1C(CC(CC1)NC([C@H](C(C)(C)C)NC(=O)OC(C)(C)C)=O)(C(=O)O)CCCCB1OC(C(O1)(C)C)(C)C 1-(tert-butoxycarbonyl)-4-((S)-2-((tert-butoxycarbonyl)amino)-3,3-dimethylbutanamido)-2-(4-(4,4,5,5-tetramethyl-1,3,2-dioxaborolan-2-yl)butyl)piperidine-2-carboxylic acid